FC1CN(CC1C1=CNC2=CC=CC=C12)C(=O)OCC1=CC=CC=C1 benzyl 3-fluoro-4-(1H-indol-3-yl)pyrrolidine-1-carboxylate